C(CCCCCCCCCCCCCC)OCC(CO)(C)COCCCCCCCCCCCCCCC 2,2-bis((pentadecyloxy)methyl)propan-1-ol